ClC1=C(C=CC(=C1O)O)C(C(=O)NCCC(=O)NN1C(N(CC1)C1(CN2C(CC2S1)=O)C(=O)O)=O)=O 3-(3-(3-(2-(2-chloro-3,4-dihydroxy-phenyl)-2-oxoacetamido)propanamido)-2-oxoimidazolidin-1-yl)-7-oxo-4-thia-1-aza-bicyclo[3.2.0]heptane-3-carboxylic acid